FC=1C=C(C=C(C1O)F)NC1=NC=2N(C(C(N(C2C=N1)C)=O)C)CCC(C)C 2-((3,5-difluoro-4-hydroxyphenyl)amino)-8-isopentyl-5,7-dimethyl-7,8-dihydropteridin-6(5H)-one